(3S*,3aS*,6R*,7R*,7aS*)-1-benzyl-N,7-diisobutyl-5-oxooctahydro-3aH-3,6-methanopyrrolo[3,2-b]pyridine-3a-carboxamide C(C1=CC=CC=C1)N1C[C@H]2[C@@]3(NC([C@@H]([C@H]([C@@H]31)CC(C)C)C2)=O)C(=O)NCC(C)C |o1:9,10,13,14,15|